4-((4-fluoro-2-methylphenyl)-amino)-6-(tri-fluoromethyl)nicotinic acid FC1=CC(=C(C=C1)NC1=CC(=NC=C1C(=O)O)C(F)(F)F)C